ClC1=CC(=NC=C1C#CC1=C(C=CC=C1)NS(=O)(=O)C=1C=CC(=C2C=CC=NC12)OC)C(=O)OC methyl 4-chloro-5-{2-[2-(5-methoxyquinoline-8-sulfonamido)phenyl]ethynyl}pyridine-2-carboxylate